OC1=C(C=C(CNC(C2=C(C=C(C=C2)O)O)=O)C=C1)OC 2,4-dihydroxybenzoic acid-N-(4-hydroxy-3-methoxybenzyl)amide